2-(3-aminophenyl)-1H-phenanthro[9,10-d]Imidazole NC=1C=C(C=CC1)C1=NC2=C(N1)C1=CC=CC=C1C=1C=CC=CC12